ClC1([C@H]([C@@H]1C1=CC(=CC(=C1)Cl)Cl)C(=O)NC1=CC(=C(C=C1)Cl)C(=O)NN)Cl trans-2,2-dichloro-N-(4-chloro-3-(hydrazinocarbonyl)phenyl)-3-(3,5-dichlorophenyl)cyclopropane-1-carboxamide